CN(C(=O)C=1C=CC=2N(C1)C(=CN2)C=2C=CC(=NC2)NC(OC)=O)C2=CC(=CC=C2)C(NC)=O methyl N-[5-[6-[methyl-[3-(methylcarbamoyl) phenyl]carbamoyl] imidazo[1,2-a]pyridin-3-yl]-2-pyridyl]carbamate